CC1([C@H]2CN([C@@H]([C@@H]12)C(=O)O)C([C@H](CCC)NC(C(F)(F)F)=O)=O)C (1R,2S,5S)-6,6-dimethyl-3-[(2S)-2-[(2,2,2-trifluoroacetyl)amino]pentanoyl]-3-azabicyclo[3.1.0]hexane-2-carboxylic acid